ClC=1C=CC(=C(C(=O)N2CCC3(C(N4[C@H](O3)CC[C@H]4C4=C(C=CC=C4)F)=O)CC2)C1)F (5'S,7a'R)-1-(5-chloro-2-fluorobenzoyl)-5'-(2-fluorophenyl)tetrahydro-3'H-spiro[piperidine-4,2'-pyrrolo[2,1-b]oxazol]-3'-one